C(CCCCCCC\C=C/C\C=C/C\C=C/CC)(=O)OCC(COC(N(C)C1CN(C1)C(C)C)=O)COC(CCCCCCC\C=C/C\C=C/CCCCC)=O 3-(((1-isopropylazetidin-3-yl)(methyl)carbamoyl)oxy)-2-((((9Z,12Z)-octadeca-9,12-dienoyl)oxy)methyl)propyl (9Z,12Z,15Z)-octadeca-9,12,15-trienoate